C(C1=CC=CC=C1)(=O)OCC.CCC(C)C1(C(C=CC=C1)CN)CN 2-(3-butyl) xylylenediamine ethyl benzoate